(R)-2-morpholino-N-(1-(3-nitro-5-(trifluoromethyl)phenyl)ethyl)-6-(pyrrolidin-1-yl)pyrido[3,4-d]pyrimidin-4-amine O1CCN(CC1)C=1N=C(C2=C(N1)C=NC(=C2)N2CCCC2)N[C@H](C)C2=CC(=CC(=C2)C(F)(F)F)[N+](=O)[O-]